N-[[(2R,5S)-2-[3-(4-fluorophenoxy)phenyl]-3-oxo-1,4-thiazepan-5-yl]methyl]pyridazine-3-carboxamide FC1=CC=C(OC=2C=C(C=CC2)[C@H]2SCC[C@H](NC2=O)CNC(=O)C=2N=NC=CC2)C=C1